2-amino-N-[4-[[5-fluoro-4-(7-fluoro-3-isopropyl-2-methyl-benzimidazol-5-yl)pyrimidin-2-yl]amino]phenyl]ethanesulfonamide NCCS(=O)(=O)NC1=CC=C(C=C1)NC1=NC=C(C(=N1)C1=CC2=C(N=C(N2C(C)C)C)C(=C1)F)F